1-[(3-hydroxypyrrolidin-1-yl)sulfonyl]piperidine-2-carboxylic acid OC1CN(CC1)S(=O)(=O)N1C(CCCC1)C(=O)O